Pentaerythritol tetra(2-ethylhexanoate) C(C)C(C(=O)OCC(COC(C(CCCC)CC)=O)(COC(C(CCCC)CC)=O)COC(C(CCCC)CC)=O)CCCC